ClC=1C=C(C=CC1C=1N(C2=NC=NC(=C2N1)OC1(CC1)C)CC1=NC=CC(=C1)C)N1CCS(CC1)(=O)=O 4-(3-chloro-4-(6-(1-methylcyclopropoxy)-9-((4-methylpyridin-2-yl)methyl)-9H-purin-8-yl)phenyl)thiomorpholine 1,1-dioxide